C(C(C)C)C1=CC(=NO1)C(=O)NCC=1SC(=NN1)C1=CC=CC=C1 5-isobutyl-N-[(5-phenyl-1,3,4-thiadiazol-2-yl)methyl]isoxazole-3-carboxamide